N-(5-(3-cyano-4-(1,2,3,6-tetrahydropyridin-4-yl)quinolin-6-yl)-2-methoxypyridin-3-yl)-2,6-difluorobenzenesulfonamide trifluoroacetate FC(C(=O)O)(F)F.C(#N)C=1C=NC2=CC=C(C=C2C1C=1CCNCC1)C=1C=C(C(=NC1)OC)NS(=O)(=O)C1=C(C=CC=C1F)F